((S)-7-(3,5-Difluorophenoxy)-2,2-difluoro-3-hydroxy-2,3-dihydro-1H-inden-4-yl)(imino)(methyl)-λ6-sulfanone FC=1C=C(OC=2C=CC(=C3[C@@H](C(CC23)(F)F)O)S(=O)(C)=N)C=C(C1)F